CC1OC2=C(OC1)C(=CC=C2N2CCNCC2)C 3,8-Dimethyl-5-(piperazin-1-yl)-2,3-dihydro-1,4-benzodioxine